OC1=C(C(=CC(=C1)O)CCCCC)S(=O)(=O)NC1=CC=CC=C1 2,4-dihydroxy-6-pentyl-N-phenyl-benzenesulfonamide